tri-iso-propylsilyl tert-butyl maleate C(\C=C/C(=O)OC(C)(C)C)(=O)O[Si](C(C)C)(C(C)C)C(C)C